FC1=C(C(=CC(=C1)C=1OC=CN1)F)C=1N=C2N(C=CC(=C2)C)C1C[C@H]1CN(CCO1)C(=O)OC methyl (S)-2-((2-(2,6-difluoro-4-(oxazol-2-yl)phenyl)-7-methylimidazo[1,2-a]pyridin-3-yl)methyl)morpholine-4-carboxylate